[Cr](=O)(=O)([O-])O[Cr](=O)(=O)[O-].[K+].[C+4] carbon Potassium dichromate